2-((1r,4r)-4-(2-(4-(Pentafluoro-λ6-sulfanyl)phenyl)imidazo[4,5-d]pyrrolo[2,3-b]pyridin-1(6H)-yl)cyclohexyl)acetonitrile FS(C1=CC=C(C=C1)C1=NC=2C(=C3C(=NC2)NC=C3)N1C1CCC(CC1)CC#N)(F)(F)(F)F